sodium bisulphite salt S([O-])(O)=O.[Na+]